18-methyl-5,8,11,14-nonadecatetraenoic acid CC(CCC=CCC=CCC=CCC=CCCCC(=O)O)C